11-(4-Fluorobenzyl)-3-phenyl-11H-imidazo[1',2':1,2]pyrido[3,4-b]indole FC1=CC=C(CN2C3=C(C4=CC=CC=C24)C=CN2C3=NC=C2C2=CC=CC=C2)C=C1